1-methyl-1H-1,3-benzodiazole-5-carboxylate CN1C=NC2=C1C=CC(=C2)C(=O)[O-]